(R)-5-(difluorometh-oxy)-3-((1-methyl-pyrrolidin-2-yl)meth-yl-d2)-1H-indole FC(OC=1C=C2C(=CNC2=CC1)C([2H])([2H])[C@@H]1N(CCC1)C)F